NC1=NC=NN2C1=C(N=C2[C@H](C(F)(F)F)C)C2=CC=C(CNC(C1=C(C=CC(=C1)F)OC)=O)C=C2 (R)-N-(4-(4-amino-7-(1,1,1-trifluoropropan-2-yl)imidazo[5,1-f][1,2,4]triazin-5-yl)benzyl)-5-fluoro-2-methoxybenzamide